FC1=C(C=CC=C1)C1=NC=CC(=C1)NC1=NC=NC2=CC(=C(C=C12)NC(C=C)=O)OCC(F)(F)F N-(4-((2-(2-fluorophenyl)pyridin-4-yl)amino)-7-(2,2,2-trifluoroethoxy)quinazolin-6-yl)acrylamide